IC(CO)C(CO)I 2,3-diiodo-1,4-butanediol